(3S)-4-[8-methoxy-9-(1-methylpyrazol-3-yl)-1-(2-thienyl)-5,6-dihydropyrrolo[2,1-a]isoquinoline-3-carbonyl]-3-methyl-morpholine-3-carbonitrile COC=1C=C2CCN3C(C2=CC1C1=NN(C=C1)C)=C(C=C3C(=O)N3[C@](COCC3)(C#N)C)C=3SC=CC3